1-Chloro-2-methyl-4-(trimethylsilyl)but-3-yn-2-ol ClCC(C#C[Si](C)(C)C)(O)C